5-{[(2-bromophenyl)methyl]sulfonylamino}-1,3-thiazole-4-carboxylic acid BrC1=C(C=CC=C1)CS(=O)(=O)NC1=C(N=CS1)C(=O)O